4'-(5-(hydroxymethyl)isoxazol-3-yl)-5-(4-(trifluoromethyl)benzoylamino)-[1,1'-biphenyl]-3-carboxylic acid OCC1=CC(=NO1)C1=CC=C(C=C1)C1=CC(=CC(=C1)NC(C1=CC=C(C=C1)C(F)(F)F)=O)C(=O)O